BrCCC1(OCCO1)CCBr 2,2-bis(2-bromoethyl)-1,3-dioxolane